N-[1-[[5-[3-(azetidin-1-ylmethyl)-4-hydroxy-phenyl]-2-chloro-phenyl]methyl]-2-[4-(4-methyl-1,2,4-triazol-3-yl)anilino]-2-oxo-ethyl]-2-methyl-pyrazole-3-carboxamide N1(CCC1)CC=1C=C(C=CC1O)C=1C=CC(=C(C1)CC(C(=O)NC1=CC=C(C=C1)C1=NN=CN1C)NC(=O)C=1N(N=CC1)C)Cl